C[C@@H]1C[C@@](C(=O)O[C@@H]2CCN3[C@@H]2C(=CC3)COC(=O)[C@]1(C)O)([C@@H](C)O)O The molecule is a pyrrolizine alkaloid obtained from senecionine by formal addition of hydrogen peroxide across the ethylidene double bond. It has a role as a Jacobaea metabolite. It is a macrocyclic lactone, an organic heterotricyclic compound, a pyrrolizine alkaloid, a triol and a tertiary amino compound. It derives from a senecionine.